[N+](=O)([O-])C1=CC2=C(NC(=N2)N2CC3(CC2)C(NC(CC3)=O)=O)C=C1 2-(5-Nitro-1H-benzo[d]imidazol-2-yl)-2,7-diazaspiro[4.5]decane-6,8-dione